NC=1C(=C(C=C2C=C(N=CC12)NC(=O)[C@H]1[C@@H](C1)C#N)C=1C=NC=CC1C)Cl |r| (+/-)-trans-N-[8-amino-7-chloro-6-(4-methyl-3-pyridinyl)-3-isoquinolinyl]-2-cyano-cyclopropanecarboxamide